C1(=CC=CC2=CC=CC=C12)C=1C2=CC=CC=C2C(=C2C=CC=CC12)C1=CC(=CC=C1)C1=CC2=CC=CC=C2C=C1 9-(naphthalen-1-yl)-10-(3-(naphthalen-2-yl)phenyl)anthracene